ClC(C=1O[C@@H]([C@H](N1)CO)C1=CC=C(C=C1)S(=O)(=O)C)Cl (4r,5r)-2-dichloromethyl-4,5-dihydro-5-(4-methylsulfonylphenyl)-4-oxazolemethanol